BrC1=C2CNC(C2=CC(=C1)CN1C[C@H](CCC1)C)=O 4-bromo-6-(((3S)-3-methylpiperidin-1-yl)methyl)-2,3-dihydro-1H-isoindol-1-one